4-fluoro-3,5-dimethylbenzoic acid FC1=C(C=C(C(=O)O)C=C1C)C